C1(CC1)CC1=NN(C(=C1CC1=CC=C(C=C1)S(N)(=O)=O)C1=CC=CC=C1)C=1SC=C(N1)C(=O)O 2-(3-(cyclopropylmethyl)-5-phenyl-4-(4-sulfamoylbenzyl)-1H-pyrazol-1-yl)thiazole-4-carboxylic acid